C(=O)ON1C(CCCC1)C methyl-piperidin-yl formate